OC1=C(C=2C(C=C(OC2C=C1O)C1=CC=C(O)C=C1)=O)O 6-hydroxyapigenin